4-cyclopropyl-8,14-dioxa-10,19,20-triazatetracyclo[13.5.2.12,6.018,21]tricosa-1(20),2,4,6(23),15,17,21-heptaen-9-one C1(CC1)C=1C=C2C3=NNC4=CC=C(OCCCNC(OCC(C1)=C2)=O)C=C34